NC=1N=C(SC1C(C1=CC=C(C=C1)[N+](=O)[O-])=O)N(C1=CC=C(C=C1)F)C(C(=O)N)C (N-[4-amino-5-(4-nitrobenzoyl)thiazol-2-yl]-4-fluoro-anilino)propanamide